NC(C(=O)O)(CCCCB(O)O)CCCNCC(=O)O 2-amino-6-borono-2-(3-(carboxymethylamino)propyl)hexanoic acid